7-((S)-4-(dimethylamino)-3,3-difluoropiperidin-1-yl)-4-methyl-N-((R)-1-(2-methyl-3-(trifluoromethyl)phenyl)ethyl)phthalazin-1-amine CN([C@@H]1C(CN(CC1)C1=CC=C2C(=NN=C(C2=C1)N[C@H](C)C1=C(C(=CC=C1)C(F)(F)F)C)C)(F)F)C